IC1=CC(=C(S1)C(F)(F)F)S(=O)(=O)C 5-iodo-3-(methylsulfonyl)-2-(trifluoromethyl)thiophene